C[C@@H]1CN(C[C@@H](N1)C)C1=C2C=NC(=NC2=C(C=C1)C(=O)NC=1C=C(C=2N(C1)C=C(N2)C)F)OC 5-[(3R,5S)-3,5-dimethylpiperazin-1-yl]-N-{8-fluoro-2-methylimidazo[1,2-a]pyridin-6-yl}-2-methoxyquinazoline-8-carboxamide